C(C)(C)(C)S(=O)NC(COCC1CC1)C1=NC=CC(=C1)NC(OC(C)(C)C)=O tert-Butyl (±)-(2-(1-((tert-butylsulfinyl)amino)-2-(cyclopropylmethoxy)ethyl)pyridin-4-yl)carbamate